C(CN(C(=NC1=CC=CC=C1)NC(=N)N)CCCC)N(C(=NC1=CC=CC=C1)NC(=N)N)CCCC ethylenebis(N-butylphenylbiguanide)